methyl-(naphthyl)diethoxysilane C[Si](OCC)(OCC)C1=CC=CC2=CC=CC=C12